(S)-methyl 2-((5-chloro-7-(6-((4-cyano-2-fluorobenzyl) oxy) pyridin-2-yl)-2,3-dihydrobenzofuran-4-yl) methyl)-1-(oxetan-2-ylmethyl)-1H-benzo[d]imidazole-6-carboxylate ClC=1C=C(C2=C(CCO2)C1CC1=NC2=C(N1C[C@H]1OCC1)C=C(C=C2)C(=O)OC)C2=NC(=CC=C2)OCC2=C(C=C(C=C2)C#N)F